N-((S)-1-(((S)-1-amino-1-oxo-3-((S)-2-oxopyrrolidin-3-yl)propan-2-yl)amino)-3-(3-fluorophenyl)-1-oxopropan-2-yl)-4-methoxy-1H-indole-2-carboxamide NC([C@H](C[C@H]1C(NCC1)=O)NC([C@H](CC1=CC(=CC=C1)F)NC(=O)C=1NC2=CC=CC(=C2C1)OC)=O)=O